ClC1=NC=C(C#N)C(=C1)NCC1=CC(=C(C=C1)O)OC 6-chloro-4-((4-hydroxy-3-methoxybenzyl)amino)nicotinonitrile